BrC1=C(C=CC=C1)N=C=O o-bromophenyl isocyanate